COC(=O)C=1N(N=C(C1OCC1=CC=CC=C1)C)CCC#CC 4-benzyloxy-5-methyl-2-pent-3-ynyl-pyrazole-3-carboxylic acid methyl ester